stearyl acetate C(C)(=O)OCCCCCCCCCCCCCCCCCC